ClC=1C=NC2=C(C=CC=C2C1)S(=O)(=O)NC1=C(C=CC=C1)C#CC1=CC=C(C(=O)O)C=C1 4-[2-(3-Chloro-quinoline-8-sulfonyl-amino)-phenylethynyl]-benzoic acid